2,2-dimethyl-3-(propa-1-en-1-yl)cyclopropanecarboxylic acid CC1(C(C1C=CC)C(=O)O)C